C(C)N1N=CC(=C1C1=NC=C(C=C1F)NC(C)C)C(=O)N[C@@H]1C(NC2=C(C(=N1)C1=CC=CC=C1)C=CC=C2)=O 1-ethyl-5-[3-fluoro-5-(prop-2-ylamino)pyridin-2-yl]-N-[(3S)-2-oxo-5-phenyl-1,3-dihydro-1,4-benzodiazepine-3-Yl]pyrazole-4-carboxamide